9-(2-chloro-6-fluoro-phenyl)-3-methyl-16-thia-2,4,5,8-tetrazatetracyclo[8.6.0.02,6.011,15]hexadeca-1(10),3,5,8,11(15)-pentaene-14-carboxylic acid ClC1=C(C(=CC=C1)F)C1=NCC2=NN=C(N2C=2SC=3C(CCC3C12)C(=O)O)C